CC=1C=C(C=NC1N1C([C@@H]2C[C@@H]2C1)=O)[C@H](C)N1N=NC(=C1)C(=O)N 1-((S)-1-(5-methyl-6-((1r,5S)-2-oxo-3-azabicyclo[3.1.0]Hexane-3-yl)pyridin-3-yl)ethyl)-1H-1,2,3-triazole-4-carboxamide